Ethyl-[(3-{2-chloro-4-fluoro-5-[3-methyl-2,6-dioxo-4-(trifluoromethyl)-3,6-dihydro-pyrimidin-1(2H)-yl]phenoxy}pyridin-2-yl)oxy]acetat C(C)OC(COC1=NC=CC=C1OC1=C(C=C(C(=C1)N1C(N(C(=CC1=O)C(F)(F)F)C)=O)F)Cl)=O